(Z)-N-BenZyl-N-(1-(3,4,5-trimethoxyphenyl)buta-1,3-dien-1-yl)acetamide C(C1=CC=CC=C1)N(C(C)=O)\C(=C/C=C)\C1=CC(=C(C(=C1)OC)OC)OC